5-[(2R)-2-(2,5-difluorophenyl)pyrrolidin-1-yl]-N-[8-[4-[4-[(2,6-dioxo-3-piperidyl)amino]phenyl]-1-piperidyl]octyl]pyrazolo[1,5-a]pyrimidine-3-carboxamide FC1=C(C=C(C=C1)F)[C@@H]1N(CCC1)C1=NC=2N(C=C1)N=CC2C(=O)NCCCCCCCCN2CCC(CC2)C2=CC=C(C=C2)NC2C(NC(CC2)=O)=O